[Sn](F)(F)(F)F monotin fluoride